ClC1=CC=C2C(=CC(=NC2=C1Cl)CCC(=O)OC)C=1C=NN(C1)C(=O)OC(C)(C)C tert-Butyl 4-(7,8-dichloro-2-(3-methoxy-3-oxopropyl) quinolin-4-yl)-1H-pyrazole-1-carboxylate